C(CCCCCCCCCCCCCCC)[Si](OC(C)C)(OC(C)C)OC(C)C hexadecyl-triisopropoxysilane